C(C)(C)(C)OC(=O)N1C[C@@H](OC[C@H]1C1=C(C=C(C=C1)N1C(=CC2=C1N=CNC2=O)Cl)C)C (2s,5r)-5-(4-(6-chloro-4-oxo-3,4-dihydro-7H-pyrrolo[2,3-d]pyrimidin-7-yl)-2-methylphenyl)-2-methylmorpholine-4-carboxylic acid tert-butyl ester